C1(CC1)C1=C(C=O)C(=CC(=C1)C1CN(C1)C1=C(C=CC=C1Cl)Cl)C 2-cyclopropyl-4-(1-(2,6-dichlorophenyl)azetidin-3-yl)-6-methylbenzaldehyde